(3,3,3-trifluoro-n-propyl) (2,2,3,3-tetrafluoro-n-propyl) ether FC(COCCC(F)(F)F)(C(F)F)F